C(#N)C1(CC1)C(=O)NCC=1C(=NC(=NC1)C1=CC(=C(C(=C1)C#C[Si](C)(C)C)C)F)N1CC(CC1)CNC(OC(C)(C)C)=O tert-butyl N-[[1-[5-[[(1-cyanocyclopropanecarbonyl)amino]methyl]-2-[3-fluoro-4-methyl-5-(2-trimethylsilylethynyl)phenyl] pyrimidin-4-yl]pyrrolidin-3-yl]methyl]carbamate